O=C1C2(C=3C(=NC=CC3)N1)CC1=C(NC(=C1)C(=O)O)C2 2'-oxo-1',2',4,6-tetrahydro-1H-spiro[cyclopenta[b]pyrrole-5,3'-pyrrolo[2,3-b]pyridine]-2-Formic acid